N-(3-{2-[(2-cyanoethyl)amino]-4-(methylamino)quinazolin-7-yl}phenyl)prop-2-enamide C(#N)CCNC1=NC2=CC(=CC=C2C(=N1)NC)C=1C=C(C=CC1)NC(C=C)=O